FC=1C=C(CC2=CC(=NC=C2)N2N=C(C(=C2CO)C(=O)N)C)C=C(C1)C(F)(F)F 1-(4-(3-fluoro-5-(trifluoromethyl)benzyl)pyridin-2-yl)-5-(hydroxymethyl)-3-methyl-1H-pyrazole-4-carboxamide